NC1=C(C=C(C(=O)NCCCCN2C3=NC(=NC(=C3N=C2CCCC)N)O)C=C1F)F 4-Amino-N-(4-(6-amino-8-butyl-2-hydroxy-9H-purin-9-yl)butyl)-3,5-difluorobenzamide